(S)-N,N-dimethyl-1-((R)-2-methyl-4-tosylmorpholin-2-yl)propan-2-amine CN([C@H](C[C@@]1(CN(CCO1)S(=O)(=O)C1=CC=C(C)C=C1)C)C)C